CN1CC=2N(CCC1)N=C(C2)C(=O)NC=2SC1=C(N2)C=CC(=C1)NS(=O)(=O)C=1SC=CC1 5-methyl-N-(6-(thiophene-2-sulfonamido)benzo[d]thiazol-2-yl)-5,6,7,8-tetrahydro-4H-pyrazolo[1,5-a][1,4]diazepine-2-carboxamide